C(C(=C)C)(=O)OCCC[Si](O[Si](CCCOC(C(=C)C)=O)(C)C)(C)C 1,3-bis(3-methacryloyloxypropyl)tetramethyldisiloxane